(3R)-N-{(1S)-1-[(4-cyanopiperidin-1-yl)methyl]-2-methylpropyl}-7-hydroxy-1,2,3,4-tetrahydroisoquinoline-3-carboxamide C(#N)C1CCN(CC1)C[C@H](C(C)C)NC(=O)[C@@H]1NCC2=CC(=CC=C2C1)O